BrC=1C(=CC(N(C1)C(C(=O)OCC)[C@@H](CC)C)=O)C(F)(F)F Ethyl (3R)-2-(5-bromo-2-oxo-4-(trifluoromethyl)pyridin-1(2H)-yl)-3-methylpentanoate